C(C)C=1N(C=CN1)CC(=O)NC(C(=O)NC1=CC=C(C=C1)[Si](C)(C)C)C1=CC=C(C=C1)OC 2-(((2-ethyl-1H-imidazol-1-yl)acetyl)amino)-2-(4-methoxyphenyl)-N-(4-(trimethylsilyl)phenyl)acetamide